CN(C)CCOC(C(=C)C)=O dimethylaminoethylmethacrylate